5-chloro-6-((3,5-difluoropyridin-2-yl)methoxy)-3-(2-(2-(2-hydroxypropan-2-yl)thiazol-4-yl)-5-methylpyridin-4-yl)-2-methylpyrimidin-4(3H)-one ClC=1C(N(C(=NC1OCC1=NC=C(C=C1F)F)C)C1=CC(=NC=C1C)C=1N=C(SC1)C(C)(C)O)=O